OC(CC)(C)C1=CC(=NC=C1)C(=O)N[C@H]1COC2=C(N(C1=O)C)C=CC=C2 4-(1-hydroxy-1-methyl-propyl)-N-[(3S)-5-methyl-4-oxo-2,3-dihydro-1,5-benzoxazepin-3-yl]pyridine-2-carboxamide